FC=1C=2N(C=CC1)N=C(C2)[C@@H]2N(CCC1=C2N=CN1)C(=O)C=1OC(=NN1)C1=NN(C=C1)C(F)(F)F (R)-(4-(4-fluoropyrazolo[1,5-a]pyridin-2-yl)-6,7-dihydro-1H-imidazo[4,5-c]pyridin-5(4H)-yl)(5-(1-(trifluoromethyl)-1H-pyrazol-3-yl)-1,3,4-oxadiazol-2-yl)methanone